8-[5-(3-Cyclopropanecarbonyl-2,3,4,5-tetrahydro-1H-3-benzazepin-7-yl)-1H-pyrazolo[3,4-b]pyridin-3-yl]-2,3,4,5-tetrahydro-1,4-benzoxazepin-5-one C1(CC1)C(=O)N1CCC2=C(CC1)C=CC(=C2)C=2C=C1C(=NC2)NN=C1C1=CC2=C(C(NCCO2)=O)C=C1